[NH4+].S(=O)(=O)([O-])[O-].C(=CC1=CC=CC=C1)C1=C(C(=C(C=C1)OC1=C(C(=C(C=C1)C=CC1=CC=CC=C1)C=CC1=CC=CC=C1)C=CC1=CC=CC=C1)C=CC1=CC=CC=C1)C=CC1=CC=CC=C1.[NH4+] mono(tristyryl phenyl) ether sulfate ammonium salt